C(C=C)(=O)OCCC1(C(C=CCC1)C(=O)O)C(=O)O acryloyloxyethyl-cyclohexane-3-ene-1,2-dicarboxylic acid